C1(=CC=CC=C1)N1CN(CC2=C1C1=C(OC2=O)C=CC=C1)C1=C(C=CC=C1)C 1-phenyl-3-(2-methylphenyl)-3,4-dihydro-1H-benzopyrano[4,3-d]pyrimidin-5(2H)-one